CN1N=C(N=N1)N 2-methyl-1,2,3,4-tetrazol-5-amine